O=C1NC(CCC1N1CC2=CC=C(C=C2C1=O)C#CC1=CC=C(CN2CCN(CC2)C2=CC=C(C(=O)N3CCC(CC3)CCCCNC(\C=C\C=3C=NC=CC3)=O)C=C2)C=C1)=O (E)-N-(4-(1-(4-(4-(4-((2-(2,6-dioxopiperidin-3-yl)-3-oxoisoindolin-5-yl)ethynyl)benzyl)piperazin-1-yl)benzoyl)piperidin-4-yl)butyl)-3-(pyridin-3-yl)acrylamide